N-(5-acetamido-1-(4-(trifluoromethyl)phenyl)-1,2,3,4-tetrahydroquinolin-3-yl)acrylamide C(C)(=O)NC1=C2CC(CN(C2=CC=C1)C1=CC=C(C=C1)C(F)(F)F)NC(C=C)=O